C(CC(C)C)NC(=O)[C@H]1NCCC1 (S)-N-isopentylpyrrolidine-2-carboxamide